1-(4-chlorophenyl)pyrazolidine ClC1=CC=C(C=C1)N1NCCC1